(S)-2-((4-(3-((7-((4-acryloylaminopiperidin-1-yl)sulfonyl)-2,7-diazaspiro[3.5]Nonan-2-yl)methyl)pyrrolidin-1-yl)pyrimidin-5-yl)oxy)-5-fluoro-N,N-diisopropylbenzamide C(C=C)(=O)NC1CCN(CC1)S(=O)(=O)N1CCC2(CN(C2)C[C@H]2CN(CC2)C2=NC=NC=C2OC2=C(C(=O)N(C(C)C)C(C)C)C=C(C=C2)F)CC1